4-(2-Methoxyphenyl)-6-methyl-N-(6-(piperidin-1-yl)thiazolo[4,5-c]pyridin-2-yl)nicotinamide COC1=C(C=CC=C1)C1=CC(=NC=C1C(=O)NC=1SC2=C(C=NC(=C2)N2CCCCC2)N1)C